FC(C1=NC=C(C(=C1)C1=C(C=NC(=C1)C1=C(N=NN1C)C)C(=O)NC=1SC2=C(C=NC(=C2)C(C)C)N1)OC)F 2'-(difluoromethyl)-6-(1,4-dimethyl-1H-1,2,3-triazol-5-yl)-N-(6-isopropylthiazolo[4,5-c]pyridin-2-yl)-5'-methoxy-[4,4'-bipyridin]-3-carboxamide